exo-5-cyano-N-[(1R)-1-(4-ethoxyphenyl)-2-methoxyethyl]-1a,6b-dihydro-1H-cyclopropa[b][1]benzofuran-1-carboxamide C(#N)C=1C=CC2=C(C3C(O2)C3C(=O)N[C@@H](COC)C3=CC=C(C=C3)OCC)C1